C(C=C)[C@]1(C(N(CCO1)C(C1=CC=CC=C1)=O)=O)C (S)-2-allyl-4-benzoyl-2-methyl-morpholin-3-one